12-(1-bromo-2-methylpropan-1-en-1-yl)-1,1,4,4,7,7,10,10-octamethyl-2,3,4,7,8,9,10,12-octahydro-1H-dibenzo[b,H]fluoren-12-ol BrC(=C(C)C)C1(C2=CC3=C(C=C2C=2C=C4C(=CC12)C(CCC4(C)C)(C)C)C(CCC3(C)C)(C)C)O